tert-butyl 4-(3-((R)-3-(((S)-1-(5-(2-azidoethoxy)pyridin-3-yl)-3-(tert-butoxy)-3-oxopropyl)carbamoyl)piperidin-1-yl)-3-oxopropyl)piperidine-1-carboxylate N(=[N+]=[N-])CCOC=1C=C(C=NC1)[C@H](CC(=O)OC(C)(C)C)NC(=O)[C@H]1CN(CCC1)C(CCC1CCN(CC1)C(=O)OC(C)(C)C)=O